C1=CC(=C[N+](=C1)[C@H]2[C@@H]([C@@H]([C@H](O2)COP(=O)([O-])OP(=O)(O)OC[C@@H]3[C@H]([C@H]([C@@H](O3)N4C=NC5=C(N=CN=C54)N)OP(=O)(O)O)O)O)O)C(=O)N The molecule is a NADP. It has a role as a fundamental metabolite. It is a conjugate base of a NADP(+).